N-(4-((3,4-dichloro-2-fluorophenyl)amino)-7-((1,3-dimethylpyrrolidin-3-yl)ethynyl)quinazolin-6-yl)acrylamide ClC=1C(=C(C=CC1Cl)NC1=NC=NC2=CC(=C(C=C12)NC(C=C)=O)C#CC1(CN(CC1)C)C)F